(5-((3-(1H-pyrazol-3-yl)phenyl)thio)-6-fluoro-1-tosyl-1H-indol-4-yl)methanol N1N=C(C=C1)C=1C=C(C=CC1)SC=1C(=C2C=CN(C2=CC1F)S(=O)(=O)C1=CC=C(C)C=C1)CO